Erythritol tetraacrylate C(C=C)(=O)O[C@@H](COC(C=C)=O)[C@H](OC(C=C)=O)COC(C=C)=O